C(C)(C)(C)OC(=O)N1C[C@@H](CCC1)NC(=O)C1=C(SC(=C1C)C(C)=O)NC1=C(C=C(C=C1)I)F (R)-3-(5-acetyl-2-((2-fluoro-4-iodophenyl)amino)-4-methylthiophene-3-carboxamido)piperidine-1-carboxylic acid tert-butyl ester